(2-Methyl-7-vinyl-thiazolo[5,4-b]pyridin-6-yl)carbamic acid tert-butyl ester C(C)(C)(C)OC(NC=1C(=C2C(=NC1)SC(=N2)C)C=C)=O